ClC1=C(C=CC=C1)[C@H]1CC[C@H](N1C(=O)C1=CC2=C(N(C=N2)C2=CC=CC=C2)C=C1)C(=O)O (2s,5r)-5-(2-chlorophenyl)-1-(1-phenyl-1H-benzo[d]imidazole-5-carbonyl)pyrrolidine-2-carboxylic acid